4,4',4''-(dibenzo[f,h]pyrido[2,3-b]quinoxaline-3,6,11-triyl)tri(N,N-diphenylaniline) C1=CC(=CC2=C1C=1N=C3C(=NC1C1=C2C=C(C=C1)C1=CC=C(N(C2=CC=CC=C2)C2=CC=CC=C2)C=C1)N=C(C=C3)C3=CC=C(N(C1=CC=CC=C1)C1=CC=CC=C1)C=C3)C3=CC=C(N(C1=CC=CC=C1)C1=CC=CC=C1)C=C3